CCCC/C=C/CC(=O)SCCNC(=O)CCNC(=O)[C@@H](C(C)(C)COP(=O)([O-])OP(=O)([O-])OC[C@@H]1[C@H]([C@H]([C@@H](O1)N2C=NC3=C(N=CN=C32)N)O)OP(=O)([O-])[O-])O The molecule is a trans-3-enoyl-CoA(4-) obtained by deprotonation of the phosphate and diphosphate OH groups of (3E)-octenoyl-CoA; major species at pH 7.3. It is a trans-3-enoyl-CoA(4-) and a monounsaturated fatty acyl-CoA(4-). It is a conjugate base of a (3E)-octenoyl-CoA.